CN(CC(CC(C(C)C)N1CC2(C1)CN(CC2)C=2N=CN=NC2OC2=C(C(=O)N(C(C)C)C(C)C)C=C(C=C2)F)O)C 2-((5-(2-((3x-S,5x-R)-6-(dimethylamino)-5-hydroxy-2-methylhexan-3-yl)-2,6-diazaspiro[3.4]oct-6-yl)-1,2,4-triazin-6-yl)oxy)-5-fluoro-N,N-diisopropylbenzamide